1-amino-N-(2-oxo-2-((6-(trifluoromethoxy)benzo[d]thiazol-2-yl)amino)ethyl)cyclobutane-1-carboxamide NC1(CCC1)C(=O)NCC(NC=1SC2=C(N1)C=CC(=C2)OC(F)(F)F)=O